D,L-alanyl-L-norleucine N[C@@H](C)C(=O)N[C@@H](CCCC)C(=O)O |&1:1|